COC1=CC=C(C=C1)C(C2=CC=CC=C2)C3=CC=C(C=C3)OC 4,4'-dimethoxytriphenylmethane